(S)-1-(5-((4-(cyclobutylmethyl)-3-methylpiperazin-1-yl)methyl)pyrazolo[1,5-a]pyridin-3-yl)dihydropyrimidine-2,4(1H,3H)-dione C1(CCC1)CN1[C@H](CN(CC1)CC1=CC=2N(C=C1)N=CC2N2C(NC(CC2)=O)=O)C